N1N=CC(=C1)C1=NNC2=CC(=CC=C12)NC=1C=C(C=CC1)NC(=O)NC1=CC(=NN1C1=CC=C(C=C1)F)C(C)(C)C 1-(3-((3-(1H-pyrazol-4-yl)-1H-indazol-6-yl)amino)phenyl)-3-(3-(tert-butyl)-1-(4-fluorophenyl)-1H-pyrazol-5-yl)urea